[Ni].C=1(C(=CC=CC1)C)C.C=1(C(=CC=CC1)C)C bis(xylene) nickel